C1(CC1)C=1C=CC(=NC1F)[C@H](NC(=O)[C@H]1N(C[C@@H](C1)F)C(CC=1C=2N(C=CC1)C(NN2)=O)=O)C2=CC=CC=C2 (2S,4R)-N-[(R)-(5-cyclopropyl-6-fluoropyridin-2-yl)(phenyl)methyl]-4-fluoro-1-(2-{3-oxo-2H,3H-[1,2,4]triazolo[4,3-a]pyridin-8-yl}acetyl)pyrrolidine-2-carboxamide